C1(CC1)C=1N=NN(C1CO[C@H]1[C@@H]2CN([C@H](C1)C2)C=2SC1=C(N2)C(=CC(=C1)C(=O)O)OC(CC)=O)C1=C(C=CC=C1Cl)Cl 2-[(1S,4S,5R)-5-{[4-cyclopropyl-1-(2,6-dichlorophenyl)-1H-1,2,3-triazol-5-yl]methoxy}-2-azabicyclo[2.2.1]heptan-2-yl]-4-[(3S)-oxopropan-3-yloxy]-1,3-benzothiazole-6-carboxylic acid